ClC1=C(C=C(C=C1)C=1NC(C=2N(C1)N=C(C2COC)C(=O)OCC)=O)F ethyl 6-(4-chloro-3-fluorophenyl)-3-(methoxymethyl)-4-oxo-4,5-dihydropyrazolo-[1,5-a]pyrazine-2-carboxylate